2-(5'-chloro-2'-(4,6-diphenyl-1,3,5-triazin-2-yl)-[1,1'-biphenyl]-3-yl)-4-phenylquinazoline ClC=1C=CC(=C(C1)C1=CC(=CC=C1)C1=NC2=CC=CC=C2C(=N1)C1=CC=CC=C1)C1=NC(=NC(=N1)C1=CC=CC=C1)C1=CC=CC=C1